N-(2-(1-cyclopropyl-2-hydroxy-2-methylpropyl)-3-oxoisoindolin-4-yl)-3-fluoro-2-methylbenzamide C1(CC1)C(C(C)(C)O)N1CC2=CC=CC(=C2C1=O)NC(C1=C(C(=CC=C1)F)C)=O